NC=1N=CC(=NC1OCC1=CC(=NC=C1)N)C=1C=C(C=2CCN(CC2C1)C)NC 7-(5-amino-6-((2-aminopyridin-4-yl)methoxy)pyrazin-2-yl)-N,2-dimethyl-1,2,3,4-tetrahydroisoquinolin-5-amine